OCCN(C1=CC=C(C=C1)CC)CCO N,N-bis-(2-hydroxyethyl)-4-ethylaniline